[Mn].[Zn].[Fe].[Cu].N(=C=O)C(C)(C)C1=CC=C(C=C1)C(C)(C)N=C=O 1,4-bis(isocyanato-1-methylethyl)benzol copper-iron-zinc-manganese